cyclohepta[1,2-b]furan O1C=2C(=CC1)C=CC=CC2